tert-butyl (S)-3-(4-nitro-1,3-dioxoisoindolin-2-yl)pyrrolidine-1-carboxylate [N+](=O)([O-])C1=C2C(N(C(C2=CC=C1)=O)[C@@H]1CN(CC1)C(=O)OC(C)(C)C)=O